BrC1=NC=C(C=C1C)OC=1COC1 2-bromo-3-methyl-5-(2H-oxet-3-yloxy)pyridine